C(C)(C)(C)OC(=O)N1[C@@H](C[C@H](C1)F)C(CC(C(=O)OCC)=O)=O (2S,4R)-1-tert-Butoxycarbonyl-2-(4-ethoxy-3,4-dioxobutyryl)-4-fluoropyrrolidine